trifluoromethylsulfonyl-imidazole FC(S(=O)(=O)C=1NC=CN1)(F)F